tert-butyl N-[(1R)-2-[4-[[tert-butyl(diphenyl)silyl]oxymethyl]cyclohexoxy]-1-methyl-ethyl]carbamate [Si](C1=CC=CC=C1)(C1=CC=CC=C1)(C(C)(C)C)OCC1CCC(CC1)OC[C@@H](C)NC(OC(C)(C)C)=O